N1C(=NC2=C1C=CC=C2)C2=CC(=NN2C)NC(=O)C=2C=NC(=CC2)N2CCC1(COC1)C2 N-[5-(1H-benzimidazol-2-yl)-1-methyl-pyrazol-3-yl]-6-(2-oxa-7-aza-spiro[3.4]octan-7-yl)pyridine-3-carboxamide